5-(3-fluoro-4-((5-(4-(methyl-sulfonyl)phenyl)thiazolo[5,4-b]pyridin-2-yl)oxy)piperidin-1-yl)-3-isopropyl-1,2,4-oxadiazole FC1CN(CCC1OC=1SC2=NC(=CC=C2N1)C1=CC=C(C=C1)S(=O)(=O)C)C1=NC(=NO1)C(C)C